N-(2,6-dimethyl-1-oxo-2,4,5,6-tetrahydro-1H-pyrido[3,4-b][1,2,4]triazolo[4,3-d][1,4]diazepin-7-yl)cyclopropanecarboxamide CN1N=C2N(C3=C(N(CC2)C)C(=NC=C3)NC(=O)C3CC3)C1=O